1-(2-bromoethoxy)-2-fluoro-4-nitrobenzene BrCCOC1=C(C=C(C=C1)[N+](=O)[O-])F